C(CCCCCCCCCCCCCCCCC)P(OP(O)(O)CCCCCCCCCCCCCCCCCC)(O)O.OCC(CO)(CO)CO pentaerythritol distearyl-diphosphite